[K+].CNC([S-])=S methyldithio-carbamic acid potassium salt